1-(2-((2-((3-chloro-2-fluorobenzyl)amino)-2-oxoethyl)(cyclopropyl)amino)-2-oxoethyl)-5-(2-cyclopropylacetamido)-1H-indazole-3-carboxamide ClC=1C(=C(CNC(CN(C(CN2N=C(C3=CC(=CC=C23)NC(CC2CC2)=O)C(=O)N)=O)C2CC2)=O)C=CC1)F